6-(4-(diphenylamino)phenyl)-2-(4-hydroxybenzyl)imidazo[1,2-a]pyrazine-3(7H)-one C1(=CC=CC=C1)N(C1=CC=C(C=C1)C=1NC=C2N(C1)C(C(=N2)CC2=CC=C(C=C2)O)=O)C2=CC=CC=C2